CC([C@@H](C(=O)N[C@@H](CC(C)C)C(=O)NN(C(=O)OC(C)(C)C)C[C@H]1C(NCC1)=O)NC(C(F)(F)F)=O)(C)C tert-butyl 2-(((S)-3,3-dimethyl-2-(2,2,2-trifluoroacetamido)butanoyl)-L-leucyl)-1-(((S)-2-oxo Pyrrolidin-3-yl)methyl)hydrazine-1-carboxylate